1-methyl-5-(4,4,5,5-tetramethyl-1,3,2-dioxaborolan-2-yl)pyrrole-3-carboxylate CN1C=C(C=C1B1OC(C(O1)(C)C)(C)C)C(=O)[O-]